ClC1=C(C=CC(=C1F)[N+](=O)[O-])OCC1CC1 2-chloro-1-(cyclopropylmethoxy)-3-fluoro-4-nitro-benzene